4-iodo-8-chloro-dibenzo[b,d]furan IC1=CC=CC2=C1OC1=C2C=C(C=C1)Cl